1,1-dibromo-formaldehyde oxime BrC(=NO)Br